S(=O)(=O)(OCC1OC(OC1)CCCCCCCCCCCC)O (2-dodecyl-1,3-dioxolan-4-yl)methyl hydrogen sulfate